[Na+].C(=O)(O)CCCCCN(C=1C=C2OC3=C(C(CC(C3=CC2=CC1)(C)C)=O)S(=O)(=O)[O-])CC.ClC1=C(C=C(C=C1Br)F)[Si](C1=CC=CC=C1)(C1=CC=CC=C1)SC1=CC=C(C=C1)C(C)(C)C 2-chloro-3-bromo-5-fluorophenyl-p-tert-butylphenylsulfanyldiphenylsilane 6-[5-Carboxypentyl-(ethyl)amino]-1,1-dimethyl-3-oxo-2H-xanthene-4-sulfonate sodium salt